ClC1=C(C=C2C(=NC(N3C2=C1SC[C@@H](C3)C3=NC=CC=C3)=O)OC(=O)N3C(CNCC3C)C)C(F)(F)F ((S)-11-chloro-6-oxo-3-(pyridin-2-yl)-10-(trifluoromethyl)-3,4-dihydro-2H,6H-[1,4]thiazepino[2,3,4-ij]quinazolin-8-yl)-2,6-dimethylpiperazine-1-carboxylate